S1C=2C3=C(C1)C=CC=C3C=CC2 naphtho[1,8-bc]thiophene